2'-isothiocyanato-5',6'-dihydrospiro[cyclobutane-1,4'-pyrrolo[1,2-b]pyrazole] N(=C=S)C=1C=C2N(N1)CCC21CCC1